CC(CCCCCC/C=C\\CCCCCCCC(=O)[O-])O The molecule is an (omega-1)-hydroxy-long-chain fatty acid anion resulting from the deprotonation of the carboxy group of (9Z)-17-hydroxyoctadec-9-enoic acid. The major species at pH 7.3. It is an (omega-1)-hydroxy-long-chain fatty acid anion and a hydroxy monounsaturated fatty acid anion. It derives from an oleate. It is a conjugate base of a (9Z)-17-hydroxyoctadec-9-enoic acid.